BrC1=C(C=CC=C1)[C@H]1OCCN(C1)C1=NC(=NC(=C1)C(C)C)N |r| (R/S)-4-(2-(2-bromophenyl)morpholino)-6-isopropylpyrimidin-2-amine